OC1OC2=C(NC1=O)C=CC=C2 2-hydroxy-2H-1,4-benzoxazin-3(4H)-one